N1=C(C=CC=C1)C(=O)NC(C(=O)O)CCN1CC(CC1)CCC1=NC=2NCCCC2C=C1 2-(picolinamido)-4-(3-(2-(5,6,7,8-tetrahydro-1,8-naphthyridin-2-yl)ethyl)pyrrolidin-1-yl)butanoic acid